3-(((S)-3-(7-fluoro-3,4-dihydroisoquinolin-2(1H)-yl)-2-hydroxypropyl)amino)-1-(tetrahydro-2H-pyran-2-yl)-5-(trifluoromethyl)-1H-pyrazolo[4,3-d]pyrimidin-7-ol FC1=CC=C2CCN(CC2=C1)C[C@H](CNC1=NN(C2=C1N=C(N=C2O)C(F)(F)F)C2OCCCC2)O